4-[[(1S)-2-Hydroxy-1-phenyl-ethyl]amino]-N-[(4-methoxyphenyl)methyl]-N-methyl-3-(1-methylimidazol-4-yl)benzenesulfonamide OC[C@H](C1=CC=CC=C1)NC1=C(C=C(C=C1)S(=O)(=O)N(C)CC1=CC=C(C=C1)OC)C=1N=CN(C1)C